(3Z)-1-iodo-12,12-dioctyloxy-3-dodecene ICC\C=C/CCCCCCCC(OCCCCCCCC)OCCCCCCCC